CN(C)CC1=C(CNC2=NS(C3=C(N2)C(=C(C=C3)F)C(C)C3=C(C=CC=C3)F)(=O)=O)C=CC=C1 3-((2-((dimethylamino)methyl)benzyl)amino)-6-fluoro-5-(1-(2-fluorophenyl)ethyl)-4H-benzo[e][1,2,4]thiadiazine 1,1-dioxide